NC=1C=2N(C=C(N1)C)C(=NC2C=2C(=C1CCN(C1=CC2)C(C(C2=CC=CC=C2)O)=O)F)C2CC(C2)(C)O 1-(5-(8-amino-3-(3-hydroxy-3-methylcyclobutyl)-6-methylimidazo[1,5-a]pyrazin-1-yl)-4-fluoroindolin-1-yl)-2-hydroxy-2-phenylethanone